(S)-5-((4-((2-hydroxy-1-phenylethyl)amino)-5-(3-morpholino-1,2,4-oxadiazol-5-yl)pyrimidin-2-yl)amino)-3,3-dimethyl-2-propylisoindolin-1-one OC[C@H](C1=CC=CC=C1)NC1=NC(=NC=C1C1=NC(=NO1)N1CCOCC1)NC=1C=C2C(N(C(C2=CC1)=O)CCC)(C)C